C1(CCC1)C=1C(=NN(C1NC(OCC(C)(C)C)=O)C)C1CC(C1)(F)F neopentyl (4-cyclobutyl-3-(3,3-difluorocyclobutyl)-1-methyl-1H-pyrazol-5-yl)carbamate